CN1N=C(C(=C1)NC=O)O[C@@H]1[C@H](OC1)C N-(1-methyl-3-(((2R,3S)-2-methyloxetan-3-yl)oxy)-1H-pyrazol-4-yl)formamide